OC(COC1=CC(=C(C=C1)NCCO)[N+](=O)[O-])CO 1-(beta,gamma-dihydroxypropyl)oxy-3-nitro-4-(beta-hydroxyethyl)aminobenzene